ClC1=CC2=C(C=N1)C=C(N2COCC[Si](C)(C)C)C2=NC(=NC(=C2)C)C 6-chloro-2-(2,6-dimethylpyrimidin-4-yl)-1-((2-(trimethylsilyl)ethoxy)methyl)-1H-pyrrolo[3,2-c]Pyridine